C(#N)N1C[C@]2(CC2C1)NC(=O)C=1SC(=CN1)C=1C=NC=CC1SC1=CC=CC=C1 N-((1R)-3-cyano-3-azabicyclo[3.1.0]hexan-1-yl)-5-(4-(phenylthio)pyridin-3-yl)thiazole-2-carboxamide